tert-butyl (R)-(1-(3-bromo-5-fluorophenyl)ethyl)carbamate BrC=1C=C(C=C(C1)F)[C@@H](C)NC(OC(C)(C)C)=O